C(CCCC)NC1C(CCCC1)N N-pentylcyclohexane-1,2-diamine